C(C)(C)(C)C1(CCN(CC1)C(=O)[O-])COC1CN(C1)CC1=CC=CC=2N(C(N(C21)C)=O)C2C(NC(CC2)=O)=O 4-Tert-butyl-4-[[1-[[1-(2,6-dioxo-3-piperidyl)-3-methyl-2-oxo-benzimidazol-4-yl]methyl]azetidin-3-yl]oxymethyl]piperidine-1-carboxylate